BrC1=C(C=C(C=C1Br)Br)S(=O)(=O)O 2,3,5-tribromobenzenesulfonic acid